FC=1C(C(=CC(C1)=O)I)=O 2-fluoro-6-iodo-1,4-benzoquinone